ClC1=NC(=CC=2C1=NC(=C(N2)C)C)Cl 5,7-dichloro-2,3-dimethyl-pyrido[3,4-b]pyrazine